(R)-4-(4-((1-(3-(difluoromethyl)-2-fluorophenyl)ethyl)amino)-2-methyl-8,9-dihydrofuro[2,3-H]quinazolin-6-yl)tetrahydro-2H-pyran-4-ol FC(C=1C(=C(C=CC1)[C@@H](C)NC1=NC(=NC2=C3C(=C(C=C12)C1(CCOCC1)O)OCC3)C)F)F